C1(=CC=CC=C1)P(C1=C2CC=3C(=CC=CC3C(C2=CC=C1)(C)C)P(C1=CC=CC=C1)C1=CC=CC=C1)C1=CC=CC=C1 (5-diphenylphosphino-9,9-dimethyl-anthracen-4-yl)-diphenylphosphine